C(C)OC1=C(C=C2CCN([C@H](C2=C1)CCC1=CNC2=CC=C(C=C12)OC)S(=O)(=O)C1=CC=CC=C1)OC (S)-7-ethoxy-6-methoxy-1-(2-(5-methoxy-1H-indol-3-yl)ethyl)-2-phenylsulfonyl-1,2,3,4-tetrahydroisoquinoline